4-((3-aminocyclobutyl)amino)-1-(benzenesulfonyl)-1H-pyrrolo[2,3-b]pyridine-5-carbonitrile NC1CC(C1)NC1=C2C(=NC=C1C#N)N(C=C2)S(=O)(=O)C2=CC=CC=C2